O[C@H](CNC(=O)C1=NC(=C(C=C1)OC1=CC=C(C=C1)C(F)(F)F)C1=NN(C=C1)C)C N-[(2S)-2-Hydroxypropyl]-6-(1-methyl-1H-pyrazol-3-yl)-5-[4-(trifluoromethyl)phenoxy]pyridine-2-carboxamide